(tetrahydro-2H-pyran-4-yl)pyrimidine-2,4,6(1H,3H,5H)-trione O1CCC(CC1)N1C(NC(CC1=O)=O)=O